2-(6-((3R,5S)-4-((6-methoxy-pyridin-3-yl)methyl)-3,5-dimethyl-piperazin-1-yl)pyridin-3-yl)-N-(5-methyl-1H-pyrazol-3-yl)quinazolin-4-amine COC1=CC=C(C=N1)CN1[C@@H](CN(C[C@@H]1C)C1=CC=C(C=N1)C1=NC2=CC=CC=C2C(=N1)NC1=NNC(=C1)C)C